[Si](C)(C)(C(C)(C)C)O[C@@H]([C@H](CC=1SC=2C(N1)=C(C=C(C2)Cl)C(=O)OCC)OC2CCCC2)C2=CC(=C(C(=C2)OC)C)OC Ethyl 2-((2S,3R)-3-((tert-butyldimethylsilyl) oxy)-2-(cyclopentyloxy)-3-(3,5-dimethoxy-4-methylphenyl) propyl)-6-chlorobenzo[d]thiazole-4-carboxylate